P(=O)([O-])(O)OC[C@@H]1[C@H]([C@H]([C@@](O1)(N1C=NC=2C(O)=NC=NC12)C(=O)[O-])O)O.[Na+].[Na+] disodium inosinate 5'-monophosphate